ClC1=C(C=CC(=C1I)F)N(S(=O)(=O)C1=C(C=CC(=C1)F)F)COCC[Si](C)(C)C N-(2-chloro-4-fluoro-3-iodophenyl)-2,5-difluoro-N-((2-(trimethylsilyl)-ethoxy)methyl)benzenesulfonamide